FC=1C=C(C=CC1F)/C(/COC)=N/O (Z)-1-(3,4-difluoro-phenyl)-2-methoxy-ethanone oxime